N1=C(N=CC=C1)N1C[C@H](CC1)CNC(OC(C)(C)C)=O tert-butyl N-{[(3R)-1-(pyrimidin-2-yl)pyrrolidin-3-yl]methyl}carbamate